NC1=C(CNC2=CC=CC=C2)C=CC=C1 N-(2-aminobenzyl)aniline